C1(C(CCCC)O1)=O β-hexanolactone